5-(4-Chloro-3-methylphenyl)-3,6-dihydro-2H-1,3,4-oxadiazin-2-one ClC1=C(C=C(C=C1)C1=NNC(OC1)=O)C